ClC1=NC=C(C=N1)C(CC1=CC=CC=C1)O 1-(2-chloropyrimidin-5-yl)-2-phenylethanol